C(=C)(C)N1C(C(=C(C=C1C)C)C(=O)O)=O 1-isopropenyl-4,6-dimethyl-2-oxo-pyridine-3-carboxylic acid